FC1=CC=C(C=C1)NC([C@@H](C)C=1C=C2CCCN(C2=CC1)C(=O)C1CN(CCO1)C)=O (2S)-N-(4-Fluorophenyl)-2-[1-(4-methylmorpholin-2-carbonyl)-1,2,3,4-tetrahydrochinolin-6-yl]propanamid